C12C(OC3CC(CC(C1)C3)C2)=O 3-oxatricyclo[4.3.1.14,8]undecan-2-one